benzyl (2-(1-methyl-3-(3-neopentyl-4-oxo-6-(trifluoromethyl)-3,4-dihydroquinazolin-2-yl)piperidin-2-yl)ethyl)carbamate CN1C(C(CCC1)C1=NC2=CC=C(C=C2C(N1CC(C)(C)C)=O)C(F)(F)F)CCNC(OCC1=CC=CC=C1)=O